N-acryloyl-(2S)-2-aminopentandiamide C(C=C)(=O)NC([C@H](CCC(=O)N)N)=O